C(=C)C1=CC=C2C(=N1)C(=CN2)[N+](=O)[O-] 5-ethenyl-3-nitro-1H-pyrrolo[3,2-b]pyridine